CN(C(=O)C=1C=CC(=NC1)C=1C=C2C(=NN(C2=C(C1)F)CC)C(=O)NCC1=CC=C(C=C1)C(NC)=O)C 5-(5-(dimethylcarbamoyl)pyridin-2-yl)-1-ethyl-7-fluoro-N-(4-(methylcarbamoyl)benzyl)-1H-indazole-3-carboxamide